BrC=1C=C2C(=NC1)N(C(N2CC2=NOC(=C2)C)=O)C(C2=CC=CC=C2)(C2=CC=CC=C2)C2=CC=CC=C2 6-bromo-1-((5-methylisoxazol-3-yl)methyl)-3-trityl-1,3-dihydro-2H-imidazo[4,5-b]pyridin-2-one